3-(N,N-dimethylaminopropyl)-aminopropyl-methyldimethoxysilane CN(C)CCCC(CC[Si](OC)(OC)C)N